C(C)(=O)O[C@H]1CO[C@@H]2[C@H](CO[C@H]12)NC(=O)C1=C2C=CN(C2=CC(=C1)C#CCNC=1C(OC)=CC=C(C1)S(=O)(=O)C)CC(F)(F)F (1R,4S,5S,8S)-8-{6-[3-(4-mesyl-2-anisidino)-1-propynyl]-1-(2,2,2-trifluoroethyl)-4-indolylcarbonylamino}-2,6-dioxabicyclo[3.3.0]oct-4-yl acetate